The molecule is a lipid A(4-) obtained by deprotonation of the four phosphate OH groups of the lipid A obtained from E. coli; major species at pH 7.3. It is a conjugate base of a lipid A (E. coli). CCCCCCCCCCCCCC(=O)O[C@H](CCCCCCCCCCC)CC(=O)O[C@@H]1[C@H]([C@@H](O[C@@H]([C@H]1OP(=O)([O-])[O-])CO)OC[C@@H]2[C@H]([C@@H]([C@H]([C@H](O2)OP(=O)([O-])[O-])NC(=O)C[C@@H](CCCCCCCCCCC)O)OC(=O)C[C@@H](CCCCCCCCCCC)O)O)NC(=O)C[C@@H](CCCCCCCCCCC)OC(=O)CCCCCCCCCCC